CC=1N=CC(=NC1)C(=O)NC1=NOC2=C1C=CC=C2 3-(5-methylpyrazine-2-carboxamido)benzo[d]isoxazole